C(CC(C(=O)O)N)CN=C(N)N.C(CC(=O)O)C(=O)C(=O)O creatine α-ketoglutarate